3-((cyclopropylmethyl)amino)-5-((1S,4S)-4-hydroxycycloheptyl)-8-((4-methylpiperazin-1-yl)methyl)pyrimido[4,5-c]isoquinolin-6(5H)-one C1(CC1)CNC=1N=CC2=C(N(C(C=3C=C(C=CC23)CN2CCN(CC2)C)=O)[C@@H]2CC[C@H](CCC2)O)N1